C(CC)[N+]=1NN=CC1 N-propyltriazolium